Benzonitrile hydrochloride salt Cl.C(C1=CC=CC=C1)#N